3-((3-chloro-2-fluorobenzyl)amino)-5-(2-chlorophenoxy)-4H-benzo[e][1,2,4]thiadiazine 1,1-dioxide ClC=1C(=C(CNC2=NS(C3=C(N2)C(=CC=C3)OC3=C(C=CC=C3)Cl)(=O)=O)C=CC1)F